C1(CC1)[C@H](C1=CC=2N(N=C1)C=C(N2)[C@@H](NC(=O)C2=NON=C2C)C2CCC(CC2)(F)F)NC([C@@H](CC(F)(F)F)C)=O |o1:33| N-((S)-(7-((R)-Cyclopropyl((R*)-4,4,4-trifluoro-2-methylbutanamido)methyl)imidazo[1,2-b]pyridazin-2-yl)(4,4-difluorocyclohexyl)methyl)-4-methyl-1,2,5-oxadiazole-3-carboxamide